ClC1=C(NC2=CC=C(C(=C12)Cl)F)C(=O)O 3,4-dichloro-5-fluoro-1H-indole-2-carboxylic acid